3-(6-(piperidin-1-yl)pyridin-2-yl)imidazo[1,2-a]pyrazine-6-carboxamide N1(CCCCC1)C1=CC=CC(=N1)C1=CN=C2N1C=C(N=C2)C(=O)N